CC[C@H]1CN2CCC3=CC(=C(C=C3[C@@H]2C[C@@H]1C[C@@H]4C5=C(CCN4)C6=C(N5)C=CC(=C6)O)OC)OC The molecule is a member of the class of beta-carbolines that is tubulosan bearing methoxy groups at positions 10 and 11 and a hydroxy group at the 8' position. It is an isoquinoline alkaloid, a secondary amino compound, a tertiary amino compound, a member of beta-carbolines, a member of isoquinolines and a member of phenols. It derives from a hydride of a tubulosan.